CC1(OCCO1)CCN 2-methyl-1,3-dioxolane-2-ethylamine